O1C(C1)C1=CC(=C2CNC(C2=C1)=O)C(F)(F)F 6-(oxiran-2-yl)-4-(trifluoromethyl)isoindolin-1-one